5-(1H-indazol-7-yl)pyridin-2-amine N1N=CC2=CC=CC(=C12)C=1C=CC(=NC1)N